ClC=1C(NN=CC1N1C[C@@H]([C@H](C1)OC1=CC(=NC=C1)C=1C(=NN(C1C)C)C)F)=O 4-chloro-5-((3S,4S)-3-fluoro-4-((2-(1,3,5-trimethyl-1H-pyrazol-4-yl)pyridin-4-yl)oxy)pyrrolidin-1-yl)pyridazin-3(2H)-one